FC1(OC2=C(O1)C=CC(=C2)[C@H](C)OC=2C=C(C=NC2)N2N=C(C=1CCC[C@H](C21)CN2CCC(CC2)C(=O)O)C(F)(F)F)F 1-[[(7S)-1-[5-[(1S)-1-(2,2-difluoro-1,3-benzodioxol-5-yl)ethoxy]-3-pyridinyl]-3-(trifluoromethyl)-4,5,6,7-tetrahydroindazol-7-yl]methyl]piperidine-4-carboxylic acid